FC=1C=C2C(=C(/C(/C2=CC1)=C/C1=CC=C(C=C1)S(=O)(=O)C1=CC=C(C=C1)F)C)CC(=O)NO 2-[(1Z)-5-Fluoro-1-{[4-(4-fluorobenzenesulfonyl)phenyl]methylidene}-2-methyl-1H-inden-3-yl]-N-hydroxyacetamide